Methyl 3-(5-bromo-2-chloropyridin-4-yl)propanoate BrC=1C(=CC(=NC1)Cl)CCC(=O)OC